bis-hexadecyl-telluroxane C(CCCCCCCCCCCCCCC)C1(O[Te]CCC1)CCCCCCCCCCCCCCCC